4-Cyclopropyl-1-(3-(pyridin-4-yl)-1H-pyrazol-5-yl)piperidin-2-one C1(CC1)C1CC(N(CC1)C1=CC(=NN1)C1=CC=NC=C1)=O